[Ca].CCC propane calcium salt